(S)-serinol succinate C(CCC(=O)O)(=O)O.NC(CO)CO